3-(4,5-dichloro-2-hydroxybenzyl)-3,9-diazaspiro[5.6]dodecan-10-one ClC1=CC(=C(CN2CCC3(CC2)CCNC(CC3)=O)C=C1Cl)O